QUINOLINEIMINE N1C(C=CC2=CC=CC=C12)=N